C1(CC1)C(CC=1OC(=CN1)C=1C=CC(=NC1C1=CC=2N(C=C1)C=CN2)C#N)F 5-(2-(2-Cyclopropyl-2-fluoroethyl)oxazol-5-yl)-6-(imidazo[1,2-a]pyridin-7-yl)picolinonitril